C(C)(C)(C)C1N(CCCN(C1)C1=NC=NC2=CC(=C(C=C12)OC)OC)C(=O)O tert-butyl-4-(6,7-dimethoxyquinazolin-4-yl)-1,4-diazepan-1-carboxylic acid